1-[5-chloro-6-[5-[4-[4-[2-(2,6-dioxo-3-piperidyl)-1-oxo-isoindolin-5-yl]piperazin-1-yl]-4-oxo-butyl]-1,2,4-oxadiazol-3-yl]-3-pyridyl]-3-(7-isopropylpyrazolo[1,5-a]pyrimidin-6-yl)urea ClC=1C=C(C=NC1C1=NOC(=N1)CCCC(=O)N1CCN(CC1)C=1C=C2CN(C(C2=CC1)=O)C1C(NC(CC1)=O)=O)NC(=O)NC=1C=NC=2N(C1C(C)C)N=CC2